(2-chloro-5-fluorophenyl)(2,6-dibromo-4-{[(2,4-dimethoxyphenyl)methyl]amino}-3-nitrophenyl)methanone ClC1=C(C=C(C=C1)F)C(=O)C1=C(C(=C(C=C1Br)NCC1=C(C=C(C=C1)OC)OC)[N+](=O)[O-])Br